tert-butyl N-[(1S)-2-[[(1S)-2-[(2S)-2-[4-[3-(14-bromotetradecoxy)benzoyl]thiazol-2-yl]pyrrolidin-1-yl]-1-cyclohexyl-2-oxo-ethyl]amino]-1-methyl-2-oxo-ethyl]-N-methyl-carbamate BrCCCCCCCCCCCCCCOC=1C=C(C(=O)C=2N=C(SC2)[C@H]2N(CCC2)C([C@H](C2CCCCC2)NC([C@H](C)N(C(OC(C)(C)C)=O)C)=O)=O)C=CC1